((2-(((S)-3,3-dimethyl-1-oxo-1-((S)-2-(4-phenylthiazol-2-yl)pyrrolidin-1-yl)butan-2-yl)carbamoyl)-1H-indol-5-yl)difluoromethyl)phosphonic acid CC([C@@H](C(N1[C@@H](CCC1)C=1SC=C(N1)C1=CC=CC=C1)=O)NC(=O)C=1NC2=CC=C(C=C2C1)C(F)(F)P(O)(O)=O)(C)C